C(C1=CC=CC=C1)(=O)NC1=C2N=CN(C2=NC=N1)C[C@@H](C)OCP1(OCC(CO1)CC(=O)OCC)=O (R)-ethyl 2-(2-(((1-(6-benzamido-9H-purin-9-yl)propan-2-yl)oxy)methyl)-2-oxo-1,3,2-dioxaphosphinan-5-yl)acetate